N-(3-(3-(9H-purin-6-yl)pyridin-2-ylamino)-4-methylphenyl)-2-((2S,4R)-2-(trifluoromethyl)piperidin-4-yl)acetamide N1=CN=C2NC=NC2=C1C=1C(=NC=CC1)NC=1C=C(C=CC1C)NC(C[C@H]1C[C@H](NCC1)C(F)(F)F)=O